CC1=C(C(=C(C1([Hf]C=1CC=2C=C3C(=CC2C1CC(C)C1=CC=CC=C1)C=CC=C3)C)C)C)C pentamethylcyclopentadienyl(1-(2-phenylpropyl)-benz[f]indenyl)hafnium